Cl.CNC N-methylmethanamine hydrochloride